N,N,N,N-tetrakis(2-hydroxyethyl)ethylenediamine C(CN(CCO)CCO)N(CCO)CCO